CN1N=CC=C1C1=CC(=CC(=N1)N1C(OCC1)=O)C1=CC=CC=2N1N=CC2C(=O)N2CCCCC2 3-(6-(1-methyl-1H-Pyrazol-5-yl)-4-(3-(piperidine-1-carbonyl)pyrazolo[1,5-a]pyridin-7-yl)pyridin-2-yl)oxazolidin-2-one